C(C)(C)(C)OC(NC1(CC1)C1=CC(=CC=C1)C1(CC1)O)=O.ClC1=CC(=C(C(=C1)C)C1=CC=C(N=N1)N1C[C@H](CCC1)CNC(C)=O)O N-[[(3R)-1-[6-(4-chloro-2-hydroxy-6-methyl-phenyl)pyridazin-3-yl]-3-piperidyl]methyl]acetamide Tert-Butyl-N-{1-[3-(1-hydroxycyclopropyl)phenyl]cyclopropyl}carbamate